methyl 6-bromo-3-methoxy-pyridine-2-carboxylate BrC1=CC=C(C(=N1)C(=O)OC)OC